3,7-bis(4-(diphenylamino)phenyl)dibenzo[b,d]Thiophene 5,5-dioxide C1(=CC=CC=C1)N(C1=CC=C(C=C1)C=1C=CC2=C(S(C3=C2C=CC(=C3)C3=CC=C(C=C3)N(C3=CC=CC=C3)C3=CC=CC=C3)(=O)=O)C1)C1=CC=CC=C1